(6-(2-Cyclopropyl-7H-pyrrolo[2,3-d]pyrimidin-5-yl)-8-fluoroimidazo[1,2-a]pyridin-3-yl)methanol C1(CC1)C=1N=CC2=C(N1)NC=C2C=2C=C(C=1N(C2)C(=CN1)CO)F